7-Trifluoromethoxy-3-chlorobenzo[e][1,2,4]triazine-1-oxide FC(OC1=CC2=C(N=C(N=[N+]2[O-])Cl)C=C1)(F)F